ClC1=C(C=CC2=C1C(=N[C@H](C=1N2C=C(N1)C)C)C1=C(C=CC(=N1)O)F)C(F)(F)F 6-[(4S)-7-chloro-2,4-dimethyl-8-(trifluoromethyl)-4H-imidazo[1,2-a][1,4]benzodiazepin-6-yl]-5-fluoro-pyridin-2-ol